FC1=C(C(=CC(=C1)OC1=NC=CC=C1F)F)C1=NOC(=N1)CC(C(=O)O)=C 2-((3-(2,6-difluoro-4-((3-fluoropyridin-2-yl)oxy)phenyl)-1,2,4-oxadiazol-5-yl)methyl)acrylic acid